FC=1C=C(C=CC1F)C(C(C(=O)OCC)Br)Br Ethyl 3-(3,4-difluorophenyl)-2,3-dibromopropionate